ClC1=CC(=CN=N1)N1CCC(CC1)(C1=CC=CC=C1)CNC(OC(C)(C)C)=O tert-butyl ((1-(6-chloropyridazin-4-yl)-4-phenylpiperidin-4-yl)methyl)carbamate